C(#N)C1=C(C=CC(=C1)C(F)(F)F)N1CCC(CC1)(C(=O)NC[C@@H](C)N(C)C)C=1C=CC(=NC1)C=1C(=NC=CC1)OCC 1-[2-cyano-4-(trifluoromethyl)phenyl]-N-[(2R)-2-(dimethylamino)propyl]-4-{2'-ethoxy-[2,3'-bipyridin]-5-yl}piperidine-4-carboxamide